The molecule is a straight-chain alkane with 27 carbon atoms. It has a role as a volatile oil component and a plant metabolite. CCCCCCCCCCCCCCCCCCCCCCCCCCC